FC1=CC=2OCCCCCCN3C[C@H]4C[C@H](N4C4=NC(=C5C=NN(C2C=C1)C5=N4)O)C3 (3S,5R)-17-fluoro-14-oxa-2,7,21,22,26,27-hexazahexacyclo[19.5.2.13,7.02,5.015,20.024,28]nonacosa-1(26),15(20),16,18,22,24,27-heptaen-25-ol